dicyclohexanetetracarboxylic dianhydride C1(C(CCCC1)(C(=O)O)C(=O)O)(C(=O)OC(=O)C1(C(CCCC1)(C(=O)O)C(=O)O)C(=O)OC(=O)C1(C(CCCC1)(C(=O)O)C(=O)O)C(=O)O)C(=O)O